(1s,4s)-4-(6-chloro-1H-pyrazolo[3,4-d]pyrimidin-1-yl)cyclohexan-1-ol ClC1=NC=C2C(=N1)N(N=C2)C2CCC(CC2)O